C[C@@H]1N(C[C@H](N(C1)C(C)C=1C=C2N=CC(=NC2=CC1)C)C)C=1C=2C(N(C(C1)=O)C)=CN(N2)C2OCCCC2 7-((2S,5R)-2,5-dimethyl-4-(1-(2-methylquinoxalin-6-yl)ethyl)piperazin-1-yl)-4-methyl-2-(tetrahydro-2H-pyran-2-yl)-2,4-dihydro-5H-pyrazolo[4,3-b]pyridin-5-one